6-chloro-N-(2,2-difluoro-1,3-benzodioxol-4-yl)-1-benzofuran-3-sulfonamide ClC1=CC2=C(C(=CO2)S(=O)(=O)NC2=CC=CC=3OC(OC32)(F)F)C=C1